FC(C1=CC(=NN1C1=NC(=CC=C1C(C)=O)N1C=NC2=C1C=CC(=C2)NC=2N=NC(=CC2)C)C)F 1-[2-[5-(difluoromethyl)-3-methyl-pyrazol-1-yl]-6-[5-[(6-methylpyridazin-3-yl)amino]benzimidazol-1-yl]-3-pyridyl]ethanone